C(#C)C=1C(=C(C=CC1)C(C)=O)F 1-(3-ethynyl-2-fluorophenyl)ethan-1-one